3-(6-methoxy-1-oxo-7-(trifluoromethyl)isoindolin-2-yl)piperidine-2,6-dione COC1=CC=C2CN(C(C2=C1C(F)(F)F)=O)C1C(NC(CC1)=O)=O